1-(6-chloro-3-methylthieno[2,3-b]pyridin-2-yl)-3,3-difluorocyclobutan-1-ol ClC1=CC=C2C(=N1)SC(=C2C)C2(CC(C2)(F)F)O